Ethyl (S)-3-(3-fluoro-4-methoxyphenyl)-3-(1-oxo-7-(4-(5,6,7,8-tetrahydro-1,8-naphthyridin-2-yl)butyl)-3,4-dihydropyrrolo[1,2-a]pyrazin-2(1H)-yl)propanoate FC=1C=C(C=CC1OC)[C@H](CC(=O)OCC)N1C(C=2N(CC1)C=C(C2)CCCCC2=NC=1NCCCC1C=C2)=O